BrC=1C(=CC2=C(N(N=N2)C2=CC=C(C=C2)OC(C)C)C1)Cl 6-bromo-5-chloro-1-(4-isopropoxyphenyl)-1H-benzo[d][1,2,3]triazole